benzyl ortho-toluate C=1(C(=CC=CC1)C(=O)OCC1=CC=CC=C1)C